C(C)(C)(C)C1=NC(=NC=C1O)Cl tert-butyl-2-chloropyrimidin-5-ol